2-(2-methyltetrazol-5-yl)pyridine-5-boronic acid CN1N=C(N=N1)C1=NC=C(C=C1)B(O)O